N-(4-(4-amino-5-(3-methoxy-4-(1-methyl-1H-imidazole-2-carbonyl)phenyl)pyrazolo[5,1-f][1,2,4]triazin-6-yl)phenyl)acrylamide NC1=NC=NN2C1=C(C(=N2)C2=CC=C(C=C2)NC(C=C)=O)C2=CC(=C(C=C2)C(=O)C=2N(C=CN2)C)OC